CS(=O)(=O)C=1C=C(C=CC1)C(C1CCN(CC1)C(=O)N1C[C@@H]2[C@@H](OCC(N2)=O)CC1)C1=NC=CC=C1 (4ar,8as)-6-[4-[(3-methylsulfonylphenyl)-(2-pyridinyl)methyl]Piperidine-1-carbonyl]-4,4a,5,7,8,8a-hexahydropyrido[4,3-b][1,4]Oxazin-3-one